ClC1=CC=C(C=C1)C(CC#N)=O 3-(4-chlorophenyl)-3-oxopropionitrile